4-mercaptoquinoline-8-sulfonic acid SC1=CC=NC2=C(C=CC=C12)S(=O)(=O)O